tert-butyl 2-(chloromethyl)-5-methoxy-1H-1,3-benzodiazole-1-carboxylate ClCC1=NC2=C(N1C(=O)OC(C)(C)C)C=CC(=C2)OC